C(C)[C@@H]1N(C[C@H](N(C1)C(C)C1=CC=C2C(=N1)SC=N2)CC)C=2C=1N(N(C(C2F)=O)C)C=C(N1)CC#N 2-(8-((2s,5r)-2,5-diethyl-4-(1-(thiazolo[5,4-b]pyridin-5-yl)ethyl)piperazin-1-yl)-7-fluoro-5-methyl-6-oxo-5,6-dihydroimidazo[1,2-b]pyridazin-2-yl)acetonitrile